O1CCC(CC1)OC1=CC=C(C=C1)O 4-((tetrahydro-2H-pyran-4-yl)oxy)phenol